2',2'''-(pyridine-2,6-diyl)bis(3-(1-adamantyl)-5-((tert-butyl)diphenylsilyl)-[1,1'-biphenyl]-2-ol) N1=C(C=CC=C1C1=C(C=CC=C1)C=1C(=C(C=C(C1)[Si](C1=CC=CC=C1)(C1=CC=CC=C1)C(C)(C)C)C12CC3CC(CC(C1)C3)C2)O)C2=C(C=CC=C2)C=2C(=C(C=C(C2)[Si](C2=CC=CC=C2)(C2=CC=CC=C2)C(C)(C)C)C23CC1CC(CC(C2)C1)C3)O